N1-butyl-N19,N19-didecyl-10-(decylamino)-N1-(heptadecan-9-yl)nonadecanediamide C(CCC)N(C(CCCCCCCCC(CCCCCCCCC(=O)N(CCCCCCCCCC)CCCCCCCCCC)NCCCCCCCCCC)=O)C(CCCCCCCC)CCCCCCCC